2,2-bis(4-aminophenyl)ethyl-propane NC1=CC=C(C=C1)C(CCCC)C1=CC=C(C=C1)N